N-(2-cyclopropyl-4-fluorophenyl)-7-nitrobenzo[C][1,2,5]oxadiazol-4-amine C1(CC1)C1=C(C=CC(=C1)F)NC1=CC=C(C2=NON=C21)[N+](=O)[O-]